ClC1=CC(=C(C(=O)O)C=C1Cl)C(CC)=O 4,5-Dichloro-2-propionylbenzoic acid